N-Phenyl-2-(((2-(trifluoromethyl)pyridin-4-yl)thio)methyl)-1H-benzo[d]imidazol-5-amine C1(=CC=CC=C1)NC1=CC2=C(NC(=N2)CSC2=CC(=NC=C2)C(F)(F)F)C=C1